iron-aluminum-zinc [Zn].[Al].[Fe]